(S)-2-(3-(1-hydroxy-2-methyl-1-(4-methyl-4H-1,2,4-triazol-3-yl)propyl)phenyl)-6-(((1-methylcyclobutyl)amino)methyl)-4-(trifluoromethyl)isoindolin-1-one O[C@](C(C)C)(C1=NN=CN1C)C=1C=C(C=CC1)N1C(C2=CC(=CC(=C2C1)C(F)(F)F)CNC1(CCC1)C)=O